(4-{[(4-chlorophenyl)amino]carbonyl}-1,5-dimethyl-1H-pyrrol-2-yl)-5-cyano-4-methoxybenzoic acid ClC1=CC=C(C=C1)NC(=O)C=1C=C(N(C1C)C)C1=C(C(=O)O)C=C(C(=C1)OC)C#N